heptanediamine furandicarboxylic acid salt O1C(=C(C=C1)C(=O)O)C(=O)O.C(CCCCCC)(N)N